(3R,4S)-3-cyclopropyl-4-methyl-1-(5-(1-(oxetan-3-yl)-1H-pyrazol-4-yl)benzo[d]thiazol-7-yl)-2-oxopyrrolidine-3-carbonitrile C1(CC1)[C@]1(C(N(C[C@H]1C)C1=CC(=CC=2N=CSC21)C=2C=NN(C2)C2COC2)=O)C#N